Cl.NC[C@@H](CC)OC1=C(C2=CC=CC=C2C=C1)C(=O)OC methyl (R)-2-((1-aminobutan-2-yl) oxy)-1-naphthoate hydrochloride